(2,6-dioxabicyclo[3.2.1]octan-5-yl)methyl acetate C(C)(=O)OCC12CCOC(CO1)C2